6-(imidazo[1,2-a]pyridin-6-yl)-N-(1H-indol-3-yl)-3,4-dihydroisoquinoline-2(1H)-Formamide N=1C=CN2C1C=CC(=C2)C=2C=C1CCN(CC1=CC2)C(=O)NC2=CNC1=CC=CC=C21